2-((2S)-2-(ethoxymethyl)-4-(4-(trifluoromethyl)phenyl)pyrrolidin-1-yl)-5-nitropyridine C(C)OC[C@H]1N(CC(C1)C1=CC=C(C=C1)C(F)(F)F)C1=NC=C(C=C1)[N+](=O)[O-]